CC1=C2C=CC=NC2=C(C=C1)[O-].CC1=C2C=CC=NC2=C(C=C1)[O-].CC1=C2C=CC=NC2=C(C=C1)[O-].[Al+3] aluminum tris(5-methyl-8-quinolinolate)